(S)-1-((5-Chloro-8-hydroxy-1,2,3,4-tetrahydroisoquinolin-1-yl)methyl)pyrrolidin-2-one ClC1=C2CCN[C@@H](C2=C(C=C1)O)CN1C(CCC1)=O